OC1(CNC2=C3N=CN(C3=NC=N2)[C@H]2[C@@H](O)[C@H](O)[C@H](O2)CO)CC(=CO1)O 6-(2,4-dihydroxyfurfurylamino)-9-β-D-arabinofuranosylpurine